BrC1=CC=CC(=N1)C1=NC(=NC=C1)SC (6-Bromopyridin-2-yl)-2-(methylthio)pyrimidine